C=1N=CN2C1C1=CC=CC=C1[C@@H]2[C@@H]2C1(COC1)C[C@@H]2O (5S,6S)-5-((S)-5H-Imidazo[5,1-a]isoindol-5-yl)-2-oxaspiro[3.3]heptan-6-ol